tert-Butyl (4S)-5-amino-4-[4-[[4-[[3-(hydroxymethyl)morpholin-4-yl]methyl]-phenyl]methoxy]-1-oxo-isoindolin-2-yl]-5-oxo-pentanoate NC([C@H](CCC(=O)OC(C)(C)C)N1C(C2=CC=CC(=C2C1)OCC1=CC=C(C=C1)CN1C(COCC1)CO)=O)=O